5-[2-chloro-3-[3-[3-chloro-5-(1-methylsulfonylcyclopropyl)phenyl]-2,7-dimethyl-5,7-dihydro-4H-pyrazolo[3,4-c]pyridine-6-carbonyl]-5-fluoro-phenyl]-1H-pyridin-2-one ClC1=C(C=C(C=C1C(=O)N1C(C=2C(CC1)=C(N(N2)C)C2=CC(=CC(=C2)C2(CC2)S(=O)(=O)C)Cl)C)F)C=2C=CC(NC2)=O